ClC1=C(C=CC=C1Cl)C1=NNC2=NC(=CN=C21)N2CCNCC2 1-[3-(2,3-dichlorophenyl)-1H-pyrazolo[3,4-b]pyrazin-6-yl]piperazine